NC[C@@H](CN[C@@H](CNCCO)[C@H](C)O)NC[C@@H](NC[C@@H](N(C[C@@H](CCCCCCCCCCC)C)C)CC(C)C)C1CCC(CC1)(F)F (6S,9S,12S,15S,18R,19R)-9-(aminomethyl)-19-decyl-12-(4,4-difluorocyclohexyl)-6-((S)-1-hydroxyethyl)-15-isobutyl-16,18-dimethyl-1-oxa-4,7,10,13,16-pentaazanonadecan